C(C)(C)(C)OC(=O)N[C@@H](CCC(NC(C1=CC=CC=C1)(C1=CC=CC=C1)C1=CC=CC=C1)=O)C(=O)O N-tert-butoxycarbonyl-N'-trityl-L-glutamine